(phenylindolocarbazolyl)triazine C1(=CC=CC=C1)C=1C(=C2C(=CC1)N=C1C=CC3=C4C=CC=CC4=NC3=C12)C1=NN=NC=C1